N1CC(CCC1)NC(=O)OC(C)(C)C 2-methylpropan-2-yl (hexahydropyridin-3-ylamino)methanoate